(R)-tert-Butyl (1-cyclopropyl-2-(pyrrolidin-1-yl)ethyl)carbamate C1(CC1)[C@H](CN1CCCC1)NC(OC(C)(C)C)=O